C(C)C1(C(N(C2=CC=CC=C12)C=1C=C(C=NC1)CC1=NNC(C2=CC=CC=C12)=O)=O)O 4-((5-(3-Ethyl-3-hydroxy-2-oxoindolin-1-yl)pyridin-3-yl)methyl)phthalazin-1(2H)-on